tert-butyl-2,2-dimethyl-4-(4-methylpiperazin-1-yl)-N-(4-phenylbutyl)piperidine-1-carboxamide 2,2-dimethyl-4-(4-methylpiperazin-1-yl)piperidine-1-carboxylate CC1(N(CCC(C1)N1CCN(CC1)C)C(=O)O)C.C(C)(C)(C)C1C(N(CCC1N1CCN(CC1)C)C(=O)NCCCCC1=CC=CC=C1)(C)C